CC=1C(=C(C=C(C1)C(F)(F)F)O)C=1N=NC(=CC1)CNCC1=NC=CN=C1 3-Methyl-2-(6-(((pyrazin-2-ylmethyl)amino)methyl)pyridazin-3-yl)-5-(trifluoromethyl)phenol